C(C)OC(CCOCCOCCOCCC(=O)OCC)=O.N(=C=O)CCC[Si](OC)(OC)C 3-isocyanatopropyl-methyldimethoxysilane diethyl-3,3'-((oxybis(ethane-2,1-diyl))bis(oxy))dipropionate